2-((1H-pyrazol-3-yl)methyl)-4-methyl-6-((1-methyl-4-(trifluoromethoxy)-1H-pyrazol-3-yl)methyl)-4H-thiazolo[5',4':4,5]pyrrolo[2,3-d]pyridazin-5(6H)-one N1N=C(C=C1)CC=1SC2=C(N(C=3C(N(N=CC32)CC3=NN(C=C3OC(F)(F)F)C)=O)C)N1